NC1=CC=C(C(=O)OC)C=C1 methyl 4-amino-benzoate